Cl[Si](C(C(C(C(C(C)(F)F)(F)F)(F)F)(F)F)(F)F)(Cl)Cl 1-(TRICHLOROSILYL)NONAFLUORO-FLUOROHEXANE